2-(((1r,4r)-4-((phenyl(pyridin-3-yl)carbamoyloxy)methyl)cyclohexyl)methoxy)acetic acid C1(=CC=CC=C1)N(C(=O)OCC1CCC(CC1)COCC(=O)O)C=1C=NC=CC1